(S)-N-((S)-1-(2-cyano-2-(((S)-2-oxopyrrolidin-3-yl)methyl)hydrazinyl)-4-methyl-1-oxopentane-2-yl)-3,3-dimethyl-2-(2,2,2-trifluoroacetamido)butanamide C(#N)N(NC([C@H](CC(C)C)NC([C@H](C(C)(C)C)NC(C(F)(F)F)=O)=O)=O)C[C@H]1C(NCC1)=O